CN(C1(CCOCC1)C=1C=CC(=NC1)NC=1C=CC(=C2CNC(C12)=O)C1=CN=C2N1C=CC(=C2)F)C 7-((5-(4-(dimethyl-amino)tetrahydro-2H-pyran-4-yl)pyridin-2-yl)amino)-4-(7-fluoro-imidazo[1,2-a]pyridin-3-yl)isoindolin-1-one